C(C)(C)(C)C1=CC=C(C=C1)C1CC=CC=2C3=CC=CC=C3C=CC12 1-(4-(tert-butyl)phenyl)-1H-phenanthren